2-(5-(difluoromethyl)-4-((2S,5R)-2,5-dimethylpiperazin-1-yl)-7H-pyrrolo[2,3-d]pyrimidin-7-yl)isonicotinonitrile FC(C1=CN(C=2N=CN=C(C21)N2[C@H](CN[C@@H](C2)C)C)C=2C=C(C#N)C=CN2)F